Ethyl 1-[(benzoylcarbamothioyl)amino]-1H-imidazole-2-carboxylate C(C1=CC=CC=C1)(=O)NC(=S)NN1C(=NC=C1)C(=O)OCC